CN(CCCOC1=NC=C(C=C1NS(=O)(=O)C1=CC=CC=C1)C1=CC=2C3=C(C=NC2C=C1)N(C(C31CCCCC1)=O)C)C N-(2-(3-(Dimethylamino)propoxy)-5-(3'-methyl-2'-oxo-2',3'-dihydrospiro[cyclohexane-1,1'-pyrrolo[2,3-c]quinolin]-8'-yl)pyridin-3-yl)benzenesulfonamide